N[C@H]1CS(C2=C(N(C1=O)CC1=CC=C(C=C1)Cl)C=C(C(=C2)F)C2=NC(=NO2)CCC)(=O)=O (3R)-3-Amino-5-[(4-chlorophenyl)methyl]-8-fluoro-1,1-dioxo-7-(3-propyl-1,2,4-oxadiazol-5-yl)-2,3-dihydro-1λ6,5-benzothiazepin-4-one